BrC=1C=NC(=NC1)[C@H]1[C@@H](CC1)C=1NC(C2=C(N1)N(N=C2C#N)[C@@H](C)C=2C=NC(=CC2)C(F)(F)F)=O 6-((1R,2R)-2-(5-bromopyrimidin-2-yl)cyclobutyl)-4-oxo-1-((S)-1-(6-(trifluoromethyl)pyridin-3-yl)ethyl)-4,5-dihydro-1H-pyrazolo[3,4-d]pyrimidine-3-carbonitrile